C(C)(C)(C)OC(=O)NCCCC[C@H](NC([C@@H](NC(CCCC#CC=1C=NC(=NC1)S(=O)(=O)C)=O)C(C)C)=O)C(=O)O N6-(tert-Butoxycarbonyl)-N2-((6-(2-(methylsulfonyl)pyrimidin-5-yl)-hex-5-ynoyl)-L-valyl)-L-lysine